5-(cyclopropylcarbamoyl)-3-(methylcarbamoyl)-2-oxopyridin C1(CC1)NC(=O)C=1C=C(C(NC1)=O)C(NC)=O